N1=C(C=CC=C1)CN(CC1=NC=CC=C1)CC1=C(SC=C1)C(=O)N(C[C@@H]([C@H]([C@@H]([C@@H](CO)O)O)O)O)C ((bis(pyridin-2-ylmethyl)amino)methyl)-N-methyl-N-((2S,3R,4R,5R)-2,3,4,5,6-pentahydroxyhexyl)thiophene-2-carboxamide